benzoic acid (2R,3S,4R,5R)-2-(1-(dimethoxyphosphoryl) ethoxy)-5-(2,4-dioxo-3,4-dihydropyrimidin-1(2H)-yl)-4-methoxytetrahydrofuran-3-yl ester COP(=O)(OC)C(C)O[C@H]1O[C@H]([C@@H]([C@@H]1OC(C1=CC=CC=C1)=O)OC)N1C(NC(C=C1)=O)=O